ClC1=NC=C(C(=C1)F)C#CC=1C=NN(C1)C(F)F 2-chloro-5-((1-(difluoromethyl)-1H-pyrazol-4-yl)ethynyl)-4-fluoropyridine